4-((S)-3-(5-cyanopyridin-3-yl)isoxazolidine-2-carbonyl)-3-fluoropiperidine-1-carboxylic acid tert-butyl ester C(C)(C)(C)OC(=O)N1CC(C(CC1)C(=O)N1OCC[C@H]1C=1C=NC=C(C1)C#N)F